bis-(aminomethyl)-tricyclo[5.2.1.0(2,6)]decane NCC12C3(CCC(C2CCC1)C3)CN